BrC=1C=C2C(=NC1SCCCO)N(C=C2)COCC[Si](C)(C)C 3-[(5-bromo-1-[[2-(trimethylsilyl)ethoxy]methyl]-1H-pyrrolo[2,3-b]pyridin-6-yl)sulfanyl]propan-1-ol